[Ni].C1(=CC=CC=C1)O.[P] phosphorus phenol nickel